C(#N)C1=CC=C2C=CC(N(C2=C1)CC(=O)O)=O 2-(7-cyano-2-oxoquinolin-1(2H)-yl)acetic acid